2-(3-cyclopropyl-5-{(1S)-1-[3-(methylsulfonyl)-5-(trifluoromethoxy)benzoylamino]ethyl}-1H-1,2,4-triazol-1-yl)-1,3-thiazole-5-carboxylic acid C1(CC1)C1=NN(C(=N1)[C@H](C)NC(C1=CC(=CC(=C1)OC(F)(F)F)S(=O)(=O)C)=O)C=1SC(=CN1)C(=O)O